ClC=1C=NN2C1C1=C(CCC2)SC(=C1)C(=O)OCC Ethyl 1-chloro-6,7-dihydro-5H-pyrazolo[1,5-a]thieno[3,2-c]azepine-9-carboxylate